The molecule is an organophosphate oxoanion obtained by the deprotonation of the carboxy and one of the phosphate OH groups of glyphosate. It is a conjugate base of a glyphosate and a glyphosate(1-). C(C(=O)[O-])NCP(=O)(O)[O-]